N-[2-(2-methoxyethoxy)ethyl]glycine benzyl ester C(C1=CC=CC=C1)OC(CNCCOCCOC)=O